6-fluoro-3-iodo-5-methoxy-1-(tetrahydro-2H-pyran-2-yl)-1H-indazole FC1=C(C=C2C(=NN(C2=C1)C1OCCCC1)I)OC